[Cl-].C(CCCCCCCCCCCCC)C=1N=C(NC1)C tetradecylmethyl-imidazole chloride